4-chloro-3-{3-[(4,4-difluorocyclohexyl)methoxy]-4-fluorophenyl}-1H-pyrrolo[3,2-c]pyridine ClC1=NC=CC2=C1C(=CN2)C2=CC(=C(C=C2)F)OCC2CCC(CC2)(F)F